C(C)OC1=C(NC2=NNC3=CC(=CC=C23)[C@@H]2C[C@@]23C(NC2=CC=C(C=C32)OC)=O)C=CC(=C1)S(=O)(=O)C (1R,2S)-2-{3-[2-ethoxy-4-(methylsulfonyl)anilino]-1H-indazol-6-yl}-5'-methoxyspiro[cyclopropane-1,3'-indol]-2'(1'H)-one